N-(4-(1-(2-cyanoethyl)-1H-pyrazol-4-yl)-1H-pyrrolo[2,3-b]pyridin-6-yl)cyclopropylcarboxamide C(#N)CCN1N=CC(=C1)C1=C2C(=NC(=C1)NC(=O)C1CC1)NC=C2